CC=1C=C(C=C(C1)C)N1C(C2(CC2)C(N1C1=CC(=CC(=C1)C)C)=O)=O 5,6-bis(3,5-dimethylphenyl)-5,6-diazaspiro[2.4]heptane-4,7-dione